CC=1C=C2C=3C=C(C=CC3N(C2=CC1)C1=CC=C(C=C1)OC(F)(F)F)C(=O)O 6-methyl-9-[4-(trifluoromethoxy)phenyl]-9H-carbazole-3-carboxylic acid